FC(C(=O)O)(F)F.FC(C(=O)O)(F)F.FC(C(=O)O)(F)F.C(C(C)C)N1CCC(CC1)N1CCC(CC1)C=1C=C(C2=C(NC(=N2)C2=CC=C(C=C2)S(=O)(=O)C)C1)C 6-(1'-isobutyl-[1,4'-bipiperidin]-4-yl)-4-methyl-2-(4-(methylsulfonyl)phenyl)-1H-benzo[d]imidazole tris(2,2,2-trifluoroacetate)